[2-(6-Fluoro-2,4-dimethyl-indol-1-yl)-ethyl]-[6-(1H-indol-5-yl)-pyrimidin-4-yl]-amin FC1=CC(=C2C=C(N(C2=C1)CCNC1=NC=NC(=C1)C=1C=C2C=CNC2=CC1)C)C